C(CCCCCCCCCCCCCCCCCC)(=O)OCC(OC(C=C\C=C/C=C\C=C\C=C/C=C\CCCCCCCCC)=O)COP(=O)(O)OC[C@H](N)C(=O)O 1-nonadecanoyl-2-(4Z,7Z,10Z,13Z,16Z,19Z-docosahexaenoyl)-glycero-3-phosphoserine